2-((2-chloro-5-oxo-5,6,7,8-tetrahydropyrido[4,3-d]pyrimidin-4-yl)amino)-1-fluoro-5,6,8,9,10,11-hexahydro-7H-pyrido[3',4':4,5]pyrrolo[2,3-f]isoquinolin-7-one ClC=1N=C(C2=C(N1)CCNC2=O)NC=2N=CC=1CCC3=C(C1C2F)NC2=C3C(NCC2)=O